(R)-4-aminoethyl-1-Cbz-piperidine NCCC1CCN(CC1)C(=O)OCC1=CC=CC=C1